ClC1=C(C=CC=C1Cl)S(=O)(=O)NC=1C=CC2=CC(N=C2C1)=O 2,3-dichloro-N-(2-oxoindol-6-yl)benzenesulfonamide